(R)-N-(8,9-difluoro-6-oxo-1,4,5,6-tetrahydro-2H-pyrano[3,4-c]isoquinolin-1-yl)-6-methoxy-N-methyl-1H-indole-2-carboxamide FC=1C(=CC=2C3=C(NC(C2C1)=O)COC[C@@H]3N(C(=O)C=3NC1=CC(=CC=C1C3)OC)C)F